8-benzyloxy-6-chloro-1-oxido-1,5-naphthyridin-1-ium C(C1=CC=CC=C1)OC=1C=C(N=C2C=CC=[N+](C12)[O-])Cl